C(#N)C1=CC(=C(C=C1)C1(OC(C2=C(O1)C=CC=C2)C2CCN(CC2)CC=2N(C1=C(N2)SC(=C1C)C(=O)O)C[C@H]1OCC1)C)F 2-((4-(2-(4-cyano-2-fluorophenyl)-2-methylbenzo[d][1,3]dioxan-4-yl)piperidin-1-yl)methyl)-6-methyl-1-(((S)-oxetan-2-yl)methyl)-1H-thieno[2,3-d]imidazole-5-carboxylic acid